3-Cyano-2-fluorobenzoic acid methyl ester COC(C1=C(C(=CC=C1)C#N)F)=O